Phenyl-4-[(1S)-1-{4-[(1S)-1-{[7-oxo-8-(propan-2-yl)-7,8-dihydropyrido[2,3-d]pyrimidin-2-yl]amino}ethyl] phenyl}propyl]piperazin-1-carboxylat C1(=CC=CC=C1)OC(=O)N1CCN(CC1)[C@@H](CC)C1=CC=C(C=C1)[C@H](C)NC=1N=CC2=C(N1)N(C(C=C2)=O)C(C)C